2-phenylimino-N-isopropyl-5-(4-dimethylaminobenzylidene)thiazole-4-one nonyl-8-((8-((4,4-bis(octyloxy)butanoyl)oxy)octyl)(2-hydroxyethyl)amino)octanoate C(CCCCCCCC)OC(CCCCCCCN(CCO)CCCCCCCCOC(CCC(OCCCCCCCC)OCCCCCCCC)=O)=O.C1(=CC=CC=C1)N=C1SC(C(N1C(C)C)=O)=CC1=CC=C(C=C1)N(C)C